CN1CC(C1)(C)[C@@](C=1C=C(C=NC1)C1=NOC(=N1)C1CCC(CC1)NC(C)=O)(C1=CC=C(C=C1)C(C)C)O N-[4-(3-{5-[(R)-(1,3-Dimethyl-azetidin-3-yl)-hydroxy-(4-isopropyl-phenyl)-methyl]-pyridin-3-yl}-[1,2,4]oxadiazol-5-yl)-cyclohexyl]-acetamide